FC=1C=2N(C=C(C1OC(C)C)C(=O)NC=1C(N(C=CC1)[C@H]1[C@H](C1)F)=O)C=C(N2)[C@@]21CO[C@@](CC2)(C1)C 8-fluoro-N-(1-((1R,2S)-2-fluorocyclopropyl)-2-oxo-1,2-dihydropyridin-3-yl)-7-isopropoxy-2-((1S,4R)-1-methyl-2-oxabicyclo[2.2.1]heptan-4-yl)imidazo[1,2-a]pyridine-6-carboxamide